OOC=1C(=O)O[C@@](C1OCC(C)O)([C@@H](O)CO)CC(C)C 2-O-hydroxyisobutyl-3-O-(2-hydroxypropyl)ascorbic acid